CN(C1=CN=C2C(=N1)N(N=C2)CC(=O)NC2=CC=1N(C=C2)N=CN1)C1CC2(CC2)C1 2-{6-[methyl-(spiro[2.3]hex-5-yl)amino]-1H-pyrazolo[3,4-b]pyrazin-1-yl}-N-([1,2,4]triazolo[1,5-a]pyridin-7-yl)acetamide